C(C)NC(C(=O)C1=CNC2=CC=C(C(=C12)O)F)=O N-ethyl-2-(5-fluoro-4-hydroxy-1H-indol-3-yl)-2-oxoacetamide